C(C)(=O)O[C@H]1\C=C/C[C@@H]2C([C@@H]2CC1)(C(=O)OC)C(=O)OC Dimethyl (1S,5R,8R,Z)-5-acetoxybicyclo[6.1.0]non-3-ene-9,9-dicarboxylate